C(C)(=O)N1C=C(C2=CC=C(C=C12)NC(=O)NC1=CC=C(C=C1)C(F)(F)F)F 1-(1-acetyl-3-fluoro-1H-indol-6-yl)-3-(4-(trifluoromethyl)phenyl)urea